2,5-dichloro-4-phenylpyrimidine ClC1=NC=C(C(=N1)C1=CC=CC=C1)Cl